[N+](=O)([O-])C1=C(C=CC=C1)C=1C=C(C=NC1)C#CCOCCOCCNC(OC(C)(C)C)=O tert-butyl (2-(2-((3-(5-(2-nitrophenyl)pyridin-3-yl)prop-2-yn-1-yl)oxy)ethoxy)ethyl)carbamate